CO[C@H]([C@H](C(=O)N[C@@H](CCCC1=CC=CC=C1)B(O)O)NC(=O)C1=NC=CN=C1)C ((R)-1-((2R,3S)-3-methoxy-2-(pyrazine-2-carboxamido)butanamido)-4-phenylbutyl)boronic acid